NC1=NC=CC=C1C1=NC=2C(=NC(=CC2)C2=CC=CC=C2)N1C1=CC=C(C(=O)N2CC(CC2)C(C(=O)O)(C)C)C=C1 2-(1-(4-(2-(2-aminopyridin-3-yl)-5-phenyl-3H-imidazo[4,5-b]pyridin-3-yl)benzoyl)pyrrolidin-3-yl)-2-methylpropanoic acid